BrC1=CC(=C(O[C@H](C(=O)O)CC#C)C=C1)C(CC)(F)F (S)-2-[4-bromo-2-(1,1-difluoropropyl)phenoxy]-4-pentynoic acid